(3-Fluoro-4-(2-methyl-4-(2-((1-(methylsulfonyl)piperidin-4-yl)amino)-5-(trifluoromethyl)pyrimidin-4-yl)-1H-imidazol-1-yl)phenyl)boronic Acid FC=1C=C(C=CC1N1C(=NC(=C1)C1=NC(=NC=C1C(F)(F)F)NC1CCN(CC1)S(=O)(=O)C)C)B(O)O